phenylbis(n-hexyl)phosphine oxide C1(=CC=CC=C1)P(CCCCCC)(CCCCCC)=O